[Na].[N].[P] phosphorus nitrogen sodium salt